6-[(2R)-4-[4-chloro-2-(trifluoromethyl)benzoyl]-2-ethylpiperazin-1-yl]-3-(2-ethoxypyridin-3-yl)-2-fluoro-N-{[(2S)-1-methylazetidin-2-yl]methyl}benzamide ClC1=CC(=C(C(=O)N2C[C@H](N(CC2)C2=CC=C(C(=C2C(=O)NC[C@H]2N(CC2)C)F)C=2C(=NC=CC2)OCC)CC)C=C1)C(F)(F)F